N-(3-(3'-chloro-5-((3-hydroxypyrrolidin-1-yl)methyl)-6-methoxy-[2,4'-bipyridin]-2'-yl)-2-methylphenyl)-5-(((2-hydroxyethyl)amino)methyl)thiazole-2-carboxamide ClC=1C(=NC=CC1C1=NC(=C(C=C1)CN1CC(CC1)O)OC)C=1C(=C(C=CC1)NC(=O)C=1SC(=CN1)CNCCO)C